CN(CCC1(C(C=C(C=C1)NC1=NC=C(C(=N1)C1=CNC2=C(C=CC=C12)C)C(F)(F)F)[N+](=O)[O-])NC)C 1-(2-(dimethylamino)ethyl)-N1-methyl-N4-(4-(7-methyl-1H-indol-3-yl)-5-(trifluoromethyl)pyrimidin-2-yl)-2-nitrobenzene-1,4-diamine